N-(3-((4-amino-3-methyl-1-(oxetan-3-yl)-1H-pyrazol-5-yl)oxy)propyl)-2,5-Dichloro-7-((2-(trimethylsilyl)ethoxy)methyl)-7H-pyrrolo[2,3-d]pyrimidin-4-amine NC=1C(=NN(C1OCCCNC=1C2=C(N=C(N1)Cl)N(C=C2Cl)COCC[Si](C)(C)C)C2COC2)C